N1C=NC=2CNC=CC21 4,5-dihydro-1H-imidazo[4,5-c]pyridine